[Br-].C(#N)N1CN(C=C1)C=C 1-cyano-3-vinylimidazole bromide